ethyl 5-[(2R,6R)-2,6-dimethylmorpholin-4-yl]pyrazolo[1,5-a]pyrimidine-3-carboxylate C[C@@H]1CN(C[C@H](O1)C)C1=NC=2N(C=C1)N=CC2C(=O)OCC